Cl[Si](C(C)C(C1=CC=CC=C1)(Cl)Cl)(Cl)Cl 1-(trichlorosilyl)-1-(dichlorobenzyl)ethane